Cl.NC=1C=C(C(=NC1)C)C=1N2C(SC1C1=CNC=C1)=C(C=N2)C(=O)N (5-amino-2-methylpyridin-3-yl)-2-(1H-pyrrol-3-yl)pyrazolo[5,1-b]thiazole-7-carboxamide hydrochloride